N-(5-(4-((6-(2,4-dioxotetrahydropyrimidin-1(2H)-yl)pyridazin-3-yl)methyl)piperazin-1-yl)-1-((1s,4s)-4-(hydroxymethyl)cyclohexyl)-1H-benzo[d]imidazol-2-yl)-3-(trifluoromethyl)benzamide O=C1N(CCC(N1)=O)C1=CC=C(N=N1)CN1CCN(CC1)C1=CC2=C(N(C(=N2)NC(C2=CC(=CC=C2)C(F)(F)F)=O)C2CCC(CC2)CO)C=C1